3-((S)-2-hydroxy-3-((R)-8-(4-(trifluoromethyl)pyrimidin-2-yl)-1-oxa-8-azaspiro[4.5]dec-3-ylamino)propoxy)-N-methylbenzenesulfonamide O[C@H](COC=1C=C(C=CC1)S(=O)(=O)NC)CN[C@H]1COC2(C1)CCN(CC2)C2=NC=CC(=N2)C(F)(F)F